C(C)OC(\C=C(/C)\C=1C=NC=CC1)=O.FC=1C(=C(C(=O)N)C=C(C1F)CC1=NC(=CC=C1)NS(NC)(=O)=O)NC1=C(C=C(C=C1)I)F 3,4-difluoro-2-(2-fluoro-4-iodoanilino)-5-[[6-(methylsulfamoylamino)pyridin-2-yl]methyl]benzamide Ethyl-(2E)-3-(3-pyridinyl)-2-butenoate